((6-bromo-5-chloroisoquinolin-3-yl)imino)dimethyl-λ6-Thioketone BrC=1C(=C2C=C(N=CC2=CC1)N=S(C)(C)=C=O)Cl